C(CCCC\C=C/C\C=C/C\C=C/CCCCC)(=O)OC(CCCCCC)C\C=C/CCCCCCCCOC(C=C)=O (Z)-18-(acryloyloxy)octadec-9-en-7-yl (6Z,9Z,12Z)-octadeca-6,9,12-trienoate